tert-butyl (2R)-6-(benzyloxy)-2-({(tert-butoxycarbonyl)[(3,3-difluorocyclobutyl)methyl]amino}methyl)-5-[(2-tert-butoxy-2-oxoethyl)amino]-4-fluoro-2,3-dihydro-1H-indole-1-carboxylate C(C1=CC=CC=C1)OC1=C(C(=C2C[C@@H](N(C2=C1)C(=O)OC(C)(C)C)CN(CC1CC(C1)(F)F)C(=O)OC(C)(C)C)F)NCC(=O)OC(C)(C)C